2-Methyl-1,4,5,6-tetra-hydropyrimidin CC=1NCCCN1